O1CCN(CC1)CC[C@H](CSC1=CC=CC=C1)NC1=C(C=C(C=C1)S(=O)(=O)NC(=O)C1=CC=C(C=C1)N1CCN(CC1)C(=O)OC(C)(C)C)S(=O)(=O)C(F)(F)F (R)-tert-butyl 4-(4-(((4-((4-morpholino-1-(phenylthio)butan-2-yl)amino)-3-((trifluoromethyl)sulfonyl)phenyl)sulfonyl)carbamoyl)phenyl)piperazine-1-carboxylate